acryloxybutyltrimellitate C(C=C)(=O)OCCCCOC(C=1C(C(=O)[O-])=CC(C(=O)[O-])=CC1)=O